(3-((4-bromo-3-(1,3-dioxolan-2-yl)-2-fluorophenoxy) methyl) phenyl)Tert-butyl carbamate C(N)(OC(CC1=CC(=CC=C1)COC1=C(C(=C(C=C1)Br)C1OCCO1)F)(C)C)=O